2-[(2S)-4-[6-chloro-8-fluoro-7-(3-hydroxy-1-naphthyl)-2-(2-oxoethoxy)quinazolin-4-yl]piperazin-2-yl]acetonitrile ClC=1C=C2C(=NC(=NC2=C(C1C1=CC(=CC2=CC=CC=C12)O)F)OCC=O)N1C[C@@H](NCC1)CC#N